C(C)(C)(C)OC(=O)N1CC2(C1)CC(C2)S(=O)(=N)C2=CC(=CC=C2)OC(F)(F)F 6-[[3-(trifluoromethoxy)phenyl]sulfonimidoyl]-2-azaspiro[3.3]heptane-2-carboxylic Acid Tert-Butyl Ester